[Co+2].FB(F)C1=C(C=CC=C1)C(C(=O)OC1=CC=CC=C1)=O.FB(F)C1=C(C=CC=C1)C(C(=O)OC1=CC=CC=C1)=O bis[(difluoroboryl)diphenylglyoxylic acid] cobalt (II)